phenyl (4-(2-chlorophenyl)thiazol-2-yl)carbamate ClC1=C(C=CC=C1)C=1N=C(SC1)NC(OC1=CC=CC=C1)=O